Methyl 4-cyclohexyl-3,5-difluorobenzoate C1(CCCCC1)C1=C(C=C(C(=O)OC)C=C1F)F